2-(8-Bromo-1-(4-methoxybenzyl)-2-oxo-1,2-dihydro-3H-pyrimido[4,5,6-de]quinazolin-3-yl)acetonitrile BrC1=CC=2C3=C(N(C(N(C3=C1)CC1=CC=C(C=C1)OC)=O)CC#N)N=CN2